ClC=1N=C(N2N=C(N=CC21)NC2C(COCC2)O)C2CC(C2)(C)C 4-{[5-chloro-7-(3,3-dimethylcyclobutyl)imidazo[4,3-f][1,2,4]triazin-2-yl]amino}oxan-3-ol